C12N(CC(NC1)CC2)C2=NC(=NC=1C(N(N=CC12)C1=CC(=CC2=CC=C(C(=C12)C#C)F)O)=O)OC([2H])([2H])C12CCCN2CCC1 4-(2,5-Diazabicyclo[2.2.2]octan-2-yl)-7-(8-ethynyl-7-fluoro-3-hydroxynaphthalen-1-yl)-2-((tetrahydro-1H-pyrrolizin-7a(5H)-yl)methoxy-d2)pyrimido[4,5-d]pyridazin-8(7H)-one